ClC=1C=C2C=3C=C(C=C(C3N(C2=CC1)S(=O)(=O)C1=CC=C(C)C=C1)OCCNC(OC(C)(C)C)=O)NC1=CC=C(C=C1)Cl tert-Butyl (2-((6-chloro-3-((4-chlorophenyl)amino)-9-tosyl-9H-carbazol-1-yl)oxy)ethyl)carbamate